5-bromo-3-fluoro-1-(p-tolylsulfonyl)indazole BrC=1C=C2C(=NN(C2=CC1)S(=O)(=O)C1=CC=C(C=C1)C)F